CC=1C=C2C=C(C(NC2=CC1C)=O)C=O 6,7-dimethyl-2-oxo-1H-quinoline-3-carbaldehyde